O=C1NC(CCC1C1=NN(C2=CC(=CC=C12)N1CCC(CC1)CC(=O)O)C)=O 2-[1-[3-(2,6-dioxo-3-piperidyl)-1-methyl-indazol-6-yl]-4-piperidyl]acetic acid